FC1(CCC2=C1N=C(N=C2C2=CC=C(C=C2)[C@H](C)NS(=O)(=O)C)N2[C@H](CC2)C)F N-[(1S)-1-[4-[7,7-difluoro-2-[(2S)-2-methylazetidin-1-yl]-5,6-dihydrocyclopenta[d]pyrimidin-4-yl]phenyl]ethyl]methanesulfonamide